4-[(1S)-1-[[4-[(3R)-3-(3-Chlorophenoxy)pyrrolidin-1-yl]tetrahydropyran-4-carbonyl]amino]ethyl]benzoic acid, hydrochloride Cl.ClC=1C=C(O[C@H]2CN(CC2)C2(CCOCC2)C(=O)N[C@@H](C)C2=CC=C(C(=O)O)C=C2)C=CC1